5H-pyrazino[2,3-b]indole N1=CC=NC=2NC=3C=CC=CC3C21